1,3-dipiperidinopropane N1(CCCCC1)CCCN1CCCCC1